1-bromo-4-[11-bromo-3,6,9-trioxaundecyloxy]-2-dimethoxymethyl-benzene BrC1=C(C=C(C=C1)OCCOCCOCCOCCBr)C(OC)OC